C1(=C(C=CC=C1)CNCCC1=C(C=C(C(=C1)OC)[N+](=O)[O-])OC)C1=CC=CC=C1 ({[1,1'-biphenyl]-2-yl}methyl)[2-(2,5-dimethoxy-4-nitrophenyl)ethyl]amine